COC1=CC=C(C=N1)C(C)NC(=O)N1CC=CC1 N-(1-(6-Methoxypyridin-3-yl)ethyl)-2,5-dihydro-1H-pyrrole-1-carboxamide